COC=C/C=1/C(=O)OC(\C1)=O methoxyvinyl-maleic anhydride